6-methyl-3-nitroquinoline-2,4-diol CC=1C=C2C(=C(C(=NC2=CC1)O)[N+](=O)[O-])O